CN1N=CC(=C1)C1=CC(=C2C=CC=NC2=C1)C=1C=CC(=NC1)N1CC2N(C(C1)C2)C(=O)C2=CC=CC=C2 (3-(5-(7-(1-Methyl-1H-pyrazol-4-yl)quinolin-5-yl)pyridin-2-yl)-3,6-diazabicyclo[3.1.1]heptan-6-yl)(phenyl)methanone